triethylene glycol di(methyl)acrylate CC(=CC(=O)OCCOCCOCCO)C